C(C=1C(O)=CC=CC1)(=O)OC.[Tb] terbium compound with methyl salicylate